difluoropyrazole C1=C(NN=C1F)F